ClC=1C=CC(=NC1)NC(C(C)OC1=CC=C(C(=O)O)C=C1)=O 4-((1-((5-chloropyridin-2-yl)amino)-1-oxopropan-2-yl)oxy)benzoic acid